6-chlorophthalazin-1(2H)-one ClC=1C=C2C=NNC(C2=CC1)=O